5-Phenyl-2-(pyridin-2-yl)-N-(pyridin-3-ylmethyl)thieno[2,3-d]pyrimidin-4-amine C1(=CC=CC=C1)C1=CSC=2N=C(N=C(C21)NCC=2C=NC=CC2)C2=NC=CC=C2